CC=1C=CC(=NC1)SC=1C=2N(C=C(C1)C=1C=NN(C1)[C@@H]1CNCCC1)N=CC2C#N 4-[(5-Methyl-2-pyridyl)sulfanyl]-6-[1-[(3S)-3-piperidyl]pyrazol-4-yl]pyrazolo[1,5-a]pyridine-3-carbonitrile